6-bromo-2-[(4-methoxyphenyl)methyl]-3H-isoindol-1-one BrC1=CC=C2CN(C(C2=C1)=O)CC1=CC=C(C=C1)OC